ClC1=C2C(=C(N=C1)OC)N(C(=C2)CN2C(C(CCC2([2H])[2H])C)([2H])[2H])COCC[Si](C)(C)C 4-chloro-7-methoxy-2-((3-methylpiperidin-1-yl-2,2,6,6-d4)methyl)-1-((2-(trimethylsilyl)ethoxy)methyl)-1H-pyrrolo[2,3-c]pyridine